2-(2,5-difluoro-4-hydroxyphenyl)acetic acid tert-butyl ester C(C)(C)(C)OC(CC1=C(C=C(C(=C1)F)O)F)=O